(2R)-2-(6-{5-chloro-2-[(oxacyclohex-4-yl)amino]pyrimidin-4-yl}-1-oxo-2,3-dihydro-1H-isoindol-2-yl)-N-[(1S)-1-(3-fluoro-5-methylphenyl)-2-hydroxyethyl]propionamide ClC=1C(=NC(=NC1)NC1CCOCC1)C1=CC=C2CN(C(C2=C1)=O)[C@@H](C(=O)N[C@H](CO)C1=CC(=CC(=C1)C)F)C